C(#N)C1(CCCC1)C(=O)OCC([C@H](C[C@H]1C(NCCC1)=O)NC([C@@H](NC(=O)C=1NC2=CC=CC(=C2C1)OC)CC(C)C)=O)=O (3S)-3-{[N-(4-methoxy-1H-indole-2-carbonyl)-L-leucyl]amino}-2-oxo-4-[(3S)-2-oxopiperidin-3-yl]butyl 1-cyanocyclopentane-1-carboxylate